NC1=NC=CC(=C1)C=CC=1C=C2C(=CC=NC2=CC1)C(=O)NCC(=O)N1C(CC(C1)(F)F)C#N 6-(2-(2-aminopyridin-4-yl)vinyl)-N-(2-(2-cyano-4,4-difluoropyrrolidin-1-yl)-2-oxoethyl)quinoline-4-carboxamide